2-([1,4]Dioxan-2-ylmethoxy)-9-(5-methoxy-pyridin-3-yl)-6,7-dihydro-pyrimido[6,1-a]isoquinolin-4-one O1C(COCC1)COC1=NC(N2C(C3=CC=C(C=C3CC2)C=2C=NC=C(C2)OC)=C1)=O